2-(3-chlorophenyl)-2,2-difluoro-1-phenylethyl ((2S)-1-(((2S)-1-cyano-1-hydroxy-3-((S)-2-oxopyrrolidin-3-yl)propan-2-yl)amino)-4-methyl-1-oxopentan-2-yl)carbamate C(#N)C([C@H](C[C@H]1C(NCC1)=O)NC([C@H](CC(C)C)NC(OC(C(F)(F)C1=CC(=CC=C1)Cl)C1=CC=CC=C1)=O)=O)O